COC1=CC=C(C=C1)C=C(C)C1=CC=C(C=C1)OC 1,2-bis(4-Methoxyphenyl)-1-propen